cumylether C(C)(C)(C1=CC=CC=C1)OC(C)(C)C1=CC=CC=C1